1-(3-methoxyphenyl)-3-trifluoromethyl-1H-pyrazol-5-ol COC=1C=C(C=CC1)N1N=C(C=C1O)C(F)(F)F